tert-butyl (((tert-butoxycarbonyl)imino)(3-((3-(4-decylphenyl)-1,2,4-oxadiazol-5-yl)methyl)azetidin-1-yl)methyl)carbamate C(C)(C)(C)OC(=O)N=C(N1CC(C1)CC1=NC(=NO1)C1=CC=C(C=C1)CCCCCCCCCC)NC(OC(C)(C)C)=O